The molecule is the conjugate base of (Z)-3-aminoacrylic acid - major species at pH 7.3. It is a conjugate base of a (Z)-3-aminoacrylic acid. C(=C\\N)\\C(=O)[O-]